S(N)(=O)(=O)C=1C=C(C=CC1)NC(=O)C=1C=C2C(=NC1)CCC2C(F)(F)F N-(3-sulfamoylphenyl)-5-trifluoromethyl-6,7-dihydro-5H-cyclopenta[b]Pyridine-3-carboxamide